4'-(diphenylamino)-[1,1'-biphenyl]-4-carbaldehyde C1(=CC=CC=C1)N(C1=CC=C(C=C1)C1=CC=C(C=C1)C=O)C1=CC=CC=C1